3-(3,3-dimethylbutyl)pyrrolidin-2-one CC(CCC1C(NCC1)=O)(C)C